C1(=CC=CC=C1)N(C1=CC=C(C=C1)C1=CC=C(S1)C(C#C)=O)C1=CC=CC=C1 1-(5-(4-(diphenylamino)phenyl)thiophen-2-yl)prop-2-yn-1-one